C(C)C1=C(C(=CC=C1)CC)N1C(C(CC1(C)C)(C1=CC=CC=C1)C)=[Ru-6](=C1C=C(C2=CC=CC=C12)C1=CC=CC=C1)(=C1N(C(CC1(C)C1=CC=CC=C1)(C)C)C1=C(C=CC=C1CC)CC)(Cl)Cl Bis(1-(2,6-diethylphenyl)-3,5,5-trimethyl-3-phenylpyrrolidin-2-ylidene)(3-phenyl-1H-inden-1-ylidene)ruthenium(II) dichloride